3-hydroxy-1-propynylsulfonic acid OCC#CS(=O)(=O)O